FC(C1=CC2=CC(=CC=C2C=C1)C1=CC=C(C=C1)C(F)(F)F)(F)F 2-(trifluoromethyl)-7-(4-(trifluoromethyl)phenyl)naphthalene